N1(CCN(CCN(CCC(CC1)CC(=O)O)CC(=O)O)CC(=O)O)CC(=O)N 1,4,7,1-O-tetraazacyclododecane-1,4,7,10-tetraacetic acid